10-oxa-1,2,5,7-tetraazacycloocta[cJ]indene-5-carboxylate N=1N=C2C=CN(C3=C2C1OC=CN=C3)C(=O)[O-]